[Na+].[Na+].[Na+].[Na+].C(=O)([O-])C(CC(C(=O)[NH-])(CC(=O)N)S(=O)(=O)[O-])C(=O)[O-] dicarboxyethyl-sulfosuccinamide tetrasodium salt